5-hydroxy-7-(4-(4-methylpiperazine-1-carbonyl)phenyl)-2-phenyl-4H-chromen-4-one OC1=C2C(C=C(OC2=CC(=C1)C1=CC=C(C=C1)C(=O)N1CCN(CC1)C)C1=CC=CC=C1)=O